FC1(CC(C1)NC=1C(=CC(=CC1)C=1C(=NOC1C)C)N)F N1-(3,3-difluorocyclobutyl)-4-(3,5-dimethylisoxazol-4-yl)benzene-1,2-diamine